OC1(CC2C(CN(C2)C(=O)NC2=CC(=CC=C2)OC)C1)C1=C(C=CC=C1)C 5-hydroxy-N-(3-methoxyphenyl)-5-(2-methylphenyl)-octahydrocyclopenta[c]pyrrole-2-carboxamide